C(CC)(=O)OC1=CC=C2C(=CNC2=C1)CCN(C)C1CC1 3-(2-(cyclopropyl (methyl) amino) ethyl)-1H-indol-6-yl propionate